C(=O)(OCC1C2=CC=CC=C2C2=CC=CC=C12)N[C@@H](CCCCNC(=O)OC(C)(C)C)C(=O)O N-Fmoc-N'-tert-butyloxycarbonyl-L-lysine